FCC1NCCC(C1COC1=CC=C2CNC(C2=C1)=O)C1=CC=C(C=C1)OC (+/-)-6-{[(trans)-2-(fluoromethyl)-4-(4-methoxyphenyl)piperidin-3-yl]methoxy}-2,3-dihydro-1H-isoindol-1-one